C(CCCCC)(=O)OCCCCCC hexanyl hexanoate